1-(benzofuran-2-yl)-2-(methylamino)propan-1-one O1C(=CC2=C1C=CC=C2)C(C(C)NC)=O